C(C1=CC=CC=C1)OC(N[C@@H](C(=O)N)CC)=O (R)-(1-amino-1-oxobutan-2-yl)carbamic acid benzyl ester